BrC=1C(=CC(=C2C=C(C=NC12)Cl)F)F 8-bromo-3-chloro-5,7-difluoroquinoline